C(C1=CC=CC=C1)C1=CC=C(C=N1)C(CC(=O)OC(C)(C)C)=O tert-butyl 3-(6-benzylpyridin-3-yl)-3-oxopropanoate